hexadecyltrimethoxy(triethoxy)silane C(CCCCCCCCCCCCCCC)[Si](OCC(OC)(OC)OC)(OCC)OCC